2-(4-dimethylaminostyryl)naphthothiazole tert-butyl-2-formyl-6-[(1-oxo-2,7-naphthyridin-2-yl)methyl]indole-1-carboxylate C(C)(C)(C)OC(=O)N1C(=CC2=CC=C(C=C12)CN1C(C2=CN=CC=C2C=C1)=O)C=O.CN(C1=CC=C(C=CC=2SC3=C(N2)C2=CC=CC=C2C=C3)C=C1)C